1-((2,3-dihydrobenzofuran-5-yl)sulfonyl)-4-(4,4,5,5-tetramethyl-1,3,2-dioxaborolan-2-yl)-1,2,3,6-tetrahydropyridine O1CCC2=C1C=CC(=C2)S(=O)(=O)N2CCC(=CC2)B2OC(C(O2)(C)C)(C)C